CC1=CN=C(S1)C1=C(C(=O)NC(C)C=2C=NC(=NC2)C(F)(F)F)C=CC=C1 5-methylthiazol-2-yl-N-(1-(2-(trifluoromethyl)pyrimidin-5-yl)ethyl)benzamide